CN(C(=O)C1=NNC=C1)C N,N-dimethyl-1H-pyrazole-3-carboxamide